platinum (II) Octaethylporphyrin C(C)C1=C(C=2C=C3C(=C(C(=CC=4C(=C(C(=CC5=C(C(=C(N5)C=C1N2)CC)CC)N4)CC)CC)N3)CC)CC)CC.[Pt+2]